O(P(O)(=O)OP(=O)(O)OP(=O)(O)O)C[C@]1(O[C@H]([C@@H]([C@@H]1O)O)N1C=CC2=C1N=CN=C2N)F ((2S,3S,4R,5R)-5-(4-amino-7H-pyrrolo[2,3-d]pyrimidin-7-yl)-2-fluoro-3,4-dihydroxytetrahydrofuran-2-yl)methyl tetrahydrogen triphosphate